BrC1=C(C=C(C=2SC(=C(C21)C#N)NC(OCC2=CC=CC=C2)=O)F)F benzyl (4-bromo-3-cyano-5,7-difluorobenzo[b]thiophen-2-yl)carbamate